C1(=CC=CC=C1)C1=CC=C(C=N1)CN(C=O)C1=C(C=CC=C1)C#CC=1C=CC(=NC1)C(=O)O 5-[2-(2-{N-[(6-phenylpyridin-3-yl)methyl]formamido}phenyl)-ethynyl]pyridine-2-carboxylic acid